Benzyloxy Acetate C(C)(=O)OOCC1=CC=CC=C1